4-(2,2-dimethylpropoxy)benzaldehyde CC(COC1=CC=C(C=O)C=C1)(C)C